C(C)N1CCN(CC1)C1=CC(=NC(=N1)C)NC1=NNC(=C1)CCC=1C=CC(=C(C1)C1=C(C(=O)N)C=CC=C1C(F)(F)F)F (5-(2-(3-((6-(4-ethylpiperazin-1-yl)-2-methylpyrimidin-4-yl)amino)-1H-pyrazol-5-yl)ethyl)-2-fluorophenyl)-3-(trifluoromethyl)benzamide